(2R,4R)-2-aminomethyl-4-hydroxypyrrolidine-1-carboxylate NC[C@@H]1N(C[C@@H](C1)O)C(=O)[O-]